2-(trifluoromethyl)-1H-imidazole-4,5-dicarboxylic acid FC(C=1NC(=C(N1)C(=O)O)C(=O)O)(F)F